methyl cis-3-((methylsulfonyl)amino)-2-(((3-phenoxycyclopentyl)oxy)methyl)-piperidine-1-carboxylate CS(=O)(=O)N[C@@H]1[C@@H](N(CCC1)C(=O)OC)COC1CC(CC1)OC1=CC=CC=C1